(R)-5-(8-(spiro[2.3]hexan-1-yl)imidazo[1,2-b]pyridazin-6-yl)pyrimidine-2,4(1H,3H)-dione [C@H]1(CC12CCC2)C=2C=1N(N=C(C2)C=2C(NC(NC2)=O)=O)C=CN1